2-((2S,3aR,4aS,7R,8aS,9S,9aS)-2-(2-(benzyloxy)ethyl)-3-oxodecahydro-2,9-epoxyfuro[3,2-b]pyrano[2,3-e]pyran-7-yl)acetic acid methyl ester COC(C[C@H]1CC[C@H]2[C@@H]([C@H]3[C@H]4[C@@H](O2)C([C@](O4)(O3)CCOCC3=CC=CC=C3)=O)O1)=O